4-(quinoline-8-sulfonylbenzoyl)piperazin-1-ium N1=CC=CC2=CC=CC(=C12)S(=O)(=O)C1=C(C(=O)N2CC[NH2+]CC2)C=CC=C1